3-bromo-6-(isopropylsulfonyl)-2-methoxypyridine BrC=1C(=NC(=CC1)S(=O)(=O)C(C)C)OC